3-sulfopropyl-tetradecyldimethyl-ammonium S(=O)(=O)(O)CCC[N+](C)(C)CCCCCCCCCCCCCC